FC=1C=C(C=2C3=C(NC2C1)C(=NC=N3)C3=CC=C(CCP(OCC)(OCC)=O)C=C3)F Diethyl (4-(7,9-difluoro-5H-pyrimido[5,4-b]indol-4-yl)phenethyl)phosphonate